(E)-2,4-dibromo-6-(((2-(2-methoxyphenyl)-1H-benzo[d]imidazol-5-yl)imino)methyl)benzene-1,3-diol BrC1=C(C(=CC(=C1O)Br)/C=N/C1=CC2=C(NC(=N2)C2=C(C=CC=C2)OC)C=C1)O